C1(CC1)[C@@H]1NC[C@H](N(C1)C(=O)OC(C)(C)C)C tert-butyl (2R,5S)-5-cyclopropyl-2-methylpiperazine-1-carboxylate